(R)-8-(6-((4-amino-5-isobutoxypentyl)oxy)-2,3-dichlorobenzyl)pyrazolo[1,5-a][1,3,5]triazine-4-amine N[C@H](CCCOC1=CC=C(C(=C1CC=1C=NN2C1N=CN=C2N)Cl)Cl)COCC(C)C